BrC1=CC=2N(C=C1)N=C(C2)NC(=O)NCCOC=2C=NC=CC2 1-(5-bromopyrazolo[1,5-A]pyridin-2-yl)-3-(2-(pyridin-3-yloxy)ethyl)urea